NC1=NC=NN2C1=CC=C2[C@@H]2O[C@@H]([C@H]([C@]2(O)C)O)CI (2S,3R,4R,5S)-2-(4-aminopyrrolo[2,1-f][1,2,4]triazin-7-yl)-5-(iodomethyl)-3-methyltetrahydrofuran-3,4-diol